ClC=1SC2=C(N1)COC=1C=C(C=CC12)N1N=CC=N1 2-Chloro-7-(2H-1,2,3-triazol-2-yl)-4H-chromeno[3,4-d]thiazole